CN(CCC(=O)N)C 3-(dimethylamino)propanamide